N-(1-(azetidin-1-ylmethyl)cyclopropyl)-2,2-difluoro-2-(3-methoxyphenyl)acetamide N1(CCC1)CC1(CC1)NC(C(C1=CC(=CC=C1)OC)(F)F)=O